uridine phosphate salt P(=O)(O)(O)O.[C@@H]1([C@H](O)[C@H](O)[C@@H](CO)O1)N1C(=O)NC(=O)C=C1